tert-Butyl (1R,5S)-3-(6-chloro-2-(3-(dimethylamino) propoxy)-8-fluoro-7-((R or S)-3-hydroxynaphthalen-1-yl)quinazolin-4-yl)-3,8-diazabicyclo[3.2.1]octane-8-carboxylate ClC=1C=C2C(=NC(=NC2=C(C1C1=CC(=CC2=CC=CC=C12)O)F)OCCCN(C)C)N1C[C@H]2CC[C@@H](C1)N2C(=O)OC(C)(C)C